6-bromo-1-(2-chlorophenyl)-7-cyclopropylpyrido[2,3-d]pyrimidine-2,4(1H,3H)-dione BrC1=CC2=C(N(C(NC2=O)=O)C2=C(C=CC=C2)Cl)N=C1C1CC1